N-((2-(1H-pyrazol-1-yl)thiazol-5-yl)methyl)-1,1,1-triphenylmethanamine N1(N=CC=C1)C=1SC(=CN1)CNC(C1=CC=CC=C1)(C1=CC=CC=C1)C1=CC=CC=C1